2-ethylhexyl carbonate C(OCC(CCCC)CC)([O-])=O